ClC1=C(C(=O)NC2=C3C=NN(C3=CC=C2)C2=CC(=NC=C2)OC)C=C(C=C1)CNC(C(CO)(C)C)=O 2-Chloro-5-{[(3-hydroxy-2,2-dimethylpropionyl)amino]methyl}-N-[1-(2-methoxypyridin-4-yl)-1H-indazol-4-yl]benzamide